tert-butyl 2-(hydroxymethyl)-5-methoxy-1H-indole-1-carboxylate OCC=1N(C2=CC=C(C=C2C1)OC)C(=O)OC(C)(C)C